alpha-methyl-2-methoxycinnamaldehyde CC(C=O)=CC1=C(C=CC=C1)OC